4-{[3-(8-{[(3R,4S)-4-fluoropyrrolidin-3-yl]amino}-3-[(trifluoromethyl)sulfanyl]imidazo[1,2-a]pyridin-2-yl)prop-2-yn-1-yl]amino}-3-methoxy-N-methylbenzamide F[C@@H]1[C@@H](CNC1)NC=1C=2N(C=CC1)C(=C(N2)C#CCNC2=C(C=C(C(=O)NC)C=C2)OC)SC(F)(F)F